CC1(C(N(C(N1CC1=CC(=NC=C1)NCC1=NC=CN=C1)=O)C1=CC=C(C=C1)C1(CC1)C(F)(F)F)=O)C 5,5-dimethyl-1-((2-((pyrazin-2-ylmethyl)amino)pyridin-4-yl)methyl)-3-(4-(1-(trifluoromethyl)cyclopropyl)phenyl)imidazolidine-2,4-dione